13-docosenamide C(CCCCCCCCCCCC=CCCCCCCCC)(=O)N